ClC1=NC=C(C(=C1)N1CCN(CC1)CC[C@@H]1CC[C@H](CC1)NC(=O)C1(CC1)O)Cl N-(trans-4-(2-(4-(2,5-dichloropyridin-4-yl)piperazin-1-yl)ethyl)cyclohexyl)-1-hydroxycyclopropane-1-carboxamide